4-(7-chloro-1-methyl-1,4-dihydropyrimido[4,5-d]pyrimidin-3(2H)-yl)-2-fluoroaniline ClC1=NC=C2C(=N1)N(CN(C2)C2=CC(=C(N)C=C2)F)C